4-((4-(phenylsulfonyl)piperazin-1-yl)methyl)benzamide methyl-2-((2-((3,5-di-tert-butyl-4-hydroxyphenyl)thio)propan-2-yl)thio)acetate COC(CSC(C)(C)SC1=CC(=C(C(=C1)C(C)(C)C)O)C(C)(C)C)=O.C1(=CC=CC=C1)S(=O)(=O)N1CCN(CC1)CC1=CC=C(C(=O)N)C=C1